4-benzyl-3-oxo-3,4-dihydro-2H-benzo[b][1,4]oxazine-6-carboxamide C(C1=CC=CC=C1)N1C2=C(OCC1=O)C=CC(=C2)C(=O)N